C(C)(=O)N1CCN(CC1)CC(O)C1=CN=C(S1)NC(OC(C)(C)C)=O tert-butyl (5-(2-(4-acetylpiperazin-1-yl)-1-hydroxyethyl)thiazol-2-yl)carbamate